6,6'-dimethylbipyridine CC1=CC=CC(=N1)C1=NC(=CC=C1)C